5-chloro-1'-[2-(quinoxalin-6-yloxy)ethyl]-1,2-dihydrospiro[indole-3,4'-piperidin]-2-one ClC=1C=C2C(=CC1)NC(C21CCN(CC1)CCOC=1C=C2N=CC=NC2=CC1)=O